2-Furylalanin O1C(=CC=C1)N[C@@H](C)C(=O)O